[Si].[B].[Zr] Zirconium-boron-silicon